tetramethyldodecane CCCCCCCCCCC(C)C(C)(C)C